C(C=C)(=O)N1CC(CC1)C=1N=C(N2C(=NC=CC21)N)C2=C(C=C(OC=1C=C(C(=O)O)C=CN1)C=C2)Cl 2-(4-(1-(1-acryloylpyrrolidin-3-yl)-5-aminoimidazo[1,5-c]pyrimidin-3-yl)-3-chlorophenoxy)isonicotinic acid